C(=O)(O)[C@H](O)[C@@H](O)C(=O)O.N1=CN=C2NC=NC2=C1N1C[C@@H](CCC1)NC(C=C)=O (R)-N-(1-(9H-purin-6-yl)piperidine-3-yl)acrylamide L-tartrate